4-(4-(3,8-diazabicyclo-[3.2.1]octan-3-yl)-6-chloro-8-fluoro-2-((tetrahydro-1H-pyrrolizin-7a(5H)-yl)meth-oxy)quinazolin-7-yl)-5-methylbenzo[d]thiazol-2-amine C12CN(CC(CC1)N2)C2=NC(=NC1=C(C(=C(C=C21)Cl)C2=C(C=CC1=C2N=C(S1)N)C)F)OCC12CCCN2CCC1